BrC1=CC=C(C=C1)N1C(N(C2=C1C=CC=C2)CC(=O)OCC)=O ethyl 2-[3-(4-bromophenyl)-2-oxobenzimidazol-1-yl]acetate